C(OC1=CC=C(C=C1)[N+](=O)[O-])(O[C@@H]1CC2=CC=CC=C2C[C@H]1SSC1=NC=CC=C1)=O |r| (4-nitrophenyl) [trans-(2RS,3RS)-3-(2-pyridyldisulfanyl)tetralin-2-yl] carbonate